tert-butyl (2,5-difluoro-4-(6-(1-methyl-1H-pyrazol-4-yl)pyrazolo[1,5-a]pyrazin-4-yl)benzyl)carbamate FC1=C(CNC(OC(C)(C)C)=O)C=C(C(=C1)C=1C=2N(C=C(N1)C=1C=NN(C1)C)N=CC2)F